4-cyclopropyl-6-[3-[5-(4-cyclopropyl-1,2,4-triazol-3-yl)spiro[2.3]hexan-5-yl]phenyl]-2-[[(3s)-3-methylpiperidin-1-yl]methyl]-1H-pyrrolo[2,3-c]pyridin-7-one C1(CC1)C=1C2=C(C(N(C1)C1=CC(=CC=C1)C1(CC3(CC3)C1)C1=NN=CN1C1CC1)=O)NC(=C2)CN2C[C@H](CCC2)C